4-methylpent-2-ynethioat CC(C#CC([O-])=S)C